picoline-2,5-dicarboxamide N1C(C=CC(=C1)C(=O)N)(C)C(=O)N